FC(C=1C=C(C=NC1)C(C)=O)F 1-[5-(difluoromethyl)-3-pyridinyl]ethanone